FC(C1=NN(C=C1C(=O)NC1=C2C(CC(C2=C(C=C1)F)(C)C)(C)C)C)F 3-(difluoromethyl)-N-(7-fluoro-1,1,3,3-tetramethyl-indan-4-yl)-1-methyl-pyrazole-4-carboxamide